O[C@H](C)C1=NC=2C(=C3C(=NC2)N(C=C3)S(=O)(=O)C3=CC=CC=C3)N1C1CN(CC1)[C@H](C#N)CCC (S)-3-(2-((R)-1-hydroxyethyl)-6-(benzenesulfonyl)imidazo[4,5-d]Pyrrolo[2,3-b]Pyridin-1(6H)-yl)pyrrolidin-1-yl-valeronitrile